(13R,14R)-8-Labdene-13,14,15-triol CC1=C(C2(CCCC(C2CC1)(C)C)C)CCC(C)(C(CO)O)O